2,4,5,6-tetrachlorobenzene ClC1=CC(=C(C(=C1)Cl)Cl)Cl